2-(2'-hydroxy-3,5-diisopentylphenyl)benzotriazole 2-azabicyclo[2.2.2]octane-2-carboxylate C12N(CC(CC1)CC2)C(=O)O.OC(CC=2C=C(C=C(C2)N2N=C1C(=N2)C=CC=C1)CCC(C)C)C(C)C